1-oxohex-2-yl carbamate C(N)(OC(C=O)CCCC)=O